N'-hydroxy-4-(7-deuteromethoxy-1-methyl-β-carbolin-9-yl)butanimidamide ON=C(CCCN1C2=CC(=CC=C2C=2C=CN=C(C12)C)OC[2H])N